7,7-dimethyl-3-oxo-norbornan CC1(C2C(CC1CC2)=O)C